1,3-bis(2-isocyanato-2-propyl)benzene tert-butyl-(S)-1-(aminomethyl)-5-chloro-7-fluoro-8-((1-methyl-1H-1,2,3-triazol-4-yl)methoxy)-3,4-dihydroisoquinoline-2(1H)-carboxylate C(C)(C)(C)OC(=O)N1[C@@H](C2=C(C(=CC(=C2CC1)Cl)F)OCC=1N=NN(C1)C)CN.N(=C=O)C(C)(C)C1=CC(=CC=C1)C(C)(C)N=C=O